O1CCC12CCN(CC2)CC2=CC=C(/C=C/C1=NNC3=CC(=CC=C13)[C@@H]1C[C@@]13C(NC1=CC=C(C=C31)OC)=O)C=C2 (1r,2s)-2-(3-((E)-4-((1-oxa-7-azaspiro[3.5]non-7-yl)methyl)styryl)-1H-indazol-6-yl)-5'-methoxyspiro[cyclopropan-1,3'-indolin]-2'-one